tetramethyl-dimethyl-divinyl-(mercaptopropylamine) CC(CC(S)(C)C)(N(C=C(C)C)C=C)C